C(C(C)C)C1CCN(CC1)S(=O)(=O)C1=CC=C(C=C1)NC(=O)C=1C=C(CNCCCNC(OC(C)(C)C)=O)C=CC1N(S(=O)(=O)C)C tert-butyl (3-((3-((4-((4-isobutylpiperidin-1-yl)sulfonyl)phenyl)carbamoyl)-4-(N-methylmethylsulfonamido)benzyl)amino)propyl)carbamate